C[C@@H]1CN(C[C@@H](N1)C)C1=C2C=CC(=NC2=C(C=C1)C(=O)NC=1C=C(C=2N(C1)C=C(N2)C)F)OC 5-[(3r,5s)-3,5-dimethylpiperazin-1-yl]-N-{8-fluoro-2-methylimidazo[1,2-a]pyridin-6-yl}-2-methoxyquinoline-8-carboxamide